C(CCCCCCCCCCCCCCCCC)(=O)C(C(OP(=O)([O-])O)CC)([N+](C)(C)C)C(CCCCCCCCCCCCCCCCC)=O distearoyl-ethyl-phosphocholine